3-(4-bromophenyl)-N-[4-(3,4-dihydro-1H-isoquinoline-2-sulfonyl)phenyl]acrylamide BrC1=CC=C(C=C1)C=CC(=O)NC1=CC=C(C=C1)S(=O)(=O)N1CC2=CC=CC=C2CC1